bis(succinimidyl) suberate C(CCCCCCC(=O)ON1C(CCC1=O)=O)(=O)ON1C(CCC1=O)=O